2-Hydroxypyridin OC1=NC=CC=C1